O1C(OCC1)CCCCN 4-(1,3-dioxolan-2-yl)butan-1-amine